1-{2-[(tert-butyldimethylsilyl)oxy]ethyl}-7-chloropyrrolo[2,3-c]pyridine-2-carboxylic acid [Si](C)(C)(C(C)(C)C)OCCN1C(=CC=2C1=C(N=CC2)Cl)C(=O)O